C(=C)C(C(C(C(C(C(C=C)(F)F)(F)F)(F)F)(F)F)(F)F)(F)F 1,6-divinyldodecafluorohexane